methyl-1-methyl-6-oxo-4-(2-oxoethyl)-1,6-dihydropyridine-3-carboxylate COC(=O)C1=CN(C(C=C1CC=O)=O)C